C1(CCCCC1)N(C(=O)C=1C=C(C=CC1)B(O)O)C 3-(CYCLOHEXYL(METHYL)CARBAMOYL)PHENYLBORONIC ACID